6-(2-fluoro-benzyl)-3,3,4-trimethyl-1,2,3,4-tetrahydro-pyrrolo[3,2-b]pyridin-5-one FC1=C(CC2=CC3=C(N(C2=O)C)C(CN3)(C)C)C=CC=C1